FC(C(=O)[O-])(F)F.C(C)(C)(C)OC(CCCCC(=O)OC(C(=O)OC1CC2CCC(C1)[N+]21CCCC1)(C1=CC=CC=C1)C1=CC=CC=C1)=O 3-(2-((6-(tert-butoxy)-6-oxohexanoyl)oxy)-2,2-diphenylacetoxy)spiro[bicyclo[3.2.1]octane-8,1'-pyrrolidin]-8-ium 2,2,2-trifluoroacetate